[Si](C)(C)(C(C)(C)C)OCCNC(=O)NCC=1NC2=CC(=C(C=C2C1)Cl)OCC=1N=CSC1 1-(2-((tert-butyldimethylsilyl)oxy)ethyl)-3-((5-chloro-6-(thiazol-4-ylmethoxy)-1H-indol-2-yl)methyl)urea